(S)-N-((S)-1-(((2R,4S)-1,2-dihydroxy-2,6-dimethyl-3-oxoheptan-4-yl)amino)-1-oxo-3-phenylpropan-2-yl)-4-methyl-2-((S)-2-(2-morpholinoacetamido)-4-phenylbutylamino)pentanamide OC[C@@](C([C@H](CC(C)C)NC([C@H](CC1=CC=CC=C1)NC([C@H](CC(C)C)NC[C@H](CCC1=CC=CC=C1)NC(CN1CCOCC1)=O)=O)=O)=O)(C)O